(S)-1-(2-Amino-acetyl)-pyrrolidine-2-carboxylic acid NCC(=O)N1[C@@H](CCC1)C(=O)O